3-[[(1R)-1-[2-(2-Fluorophenyl)-3,6-dimethyl-4-oxo-chromen-8-yl]ethyl]amino]-6-methyl-pyridine-2-carboxylic acid FC1=C(C=CC=C1)C=1OC2=C(C=C(C=C2C(C1C)=O)C)[C@@H](C)NC=1C(=NC(=CC1)C)C(=O)O